ethyl 2-chloro-oxazole-5-carboxylate ClC=1OC(=CN1)C(=O)OCC